6-(2-fluorophenyl)-5-cyano-2-thiouracil FC1=C(C=CC=C1)C1=C(C(NC(N1)=S)=O)C#N